C(N)(=O)C1=NC=CC(=C1Cl)OC1=C(C=C(C=C1)NC(=O)C=1C(N(N=CC1)C1=CC=C(C=C1)F)=O)F N-(4-(2-carbamoyl-3-chloropyridin-4-yloxy)-3-fluorophenyl)-2-(4-fluorophenyl)-3-oxo-2,3-dihydropyridazine-4-carboxamide